(6'-Acetamido-5-(1-fluoroethyl)-[2,3'-bipyridine]-4'-yl)carbamic acid tert-butyl ester C(C)(C)(C)OC(NC1=C(C=NC(=C1)NC(C)=O)C1=NC=C(C=C1)C(C)F)=O